C1=CC([Se]C=C1)C(=O)N seleninamide